O=C1N(CCC(N1)=O)C=1C=C(OCC(=O)OCC)C=CC1C ethyl 2-(3-(2,4-dioxotetrahydropyrimidin-1(2H)-yl)-4-methylphenoxy)acetate